2-amino-3-(5-chloro-7-{[(furan-2-yl)methyl]amino}-3-methylthieno[3,2-b]pyridin-2-yl)propan-1-ol dihydrochloride Cl.Cl.NC(CO)CC1=C(C2=NC(=CC(=C2S1)NCC=1OC=CC1)Cl)C